N-methyl-N-tetradecylanilinium [tetrakis(perfluorophenyl) borate] FC1=C(C(=C(C(=C1F)F)F)F)[B-](C1=C(C(=C(C(=C1F)F)F)F)F)(C1=C(C(=C(C(=C1F)F)F)F)F)C1=C(C(=C(C(=C1F)F)F)F)F.C[NH+](C1=CC=CC=C1)CCCCCCCCCCCCCC